(5-(2,4-difluorophenyl)-4-methoxy-1-((6-methoxypyridin-3-yl)sulfonyl)-1H-pyrrol-3-yl)-N-methyl-methanamine FC1=C(C=CC(=C1)F)C1=C(C(=CN1S(=O)(=O)C=1C=NC(=CC1)OC)CNC)OC